C(C)(C)(C1=CC=CC=C1)OOCCCC n-Butyl cumyl peroxide